[Bi].[Sb].[Cu] copper-antimony-bismuth